NC=1C2=C(N=CN1)N(C=C2Br)[C@@H]2O[C@@H]([C@H]([C@H]2O)O)\C=C\C2COC2 (2R,3R,4S,5R)-2-{4-amino-5-bromo-7H-pyrrolo[2,3-d]pyrimidin-7-yl}-5-[(1E)-2-(oxetan-3-yl)ethenyl]oxolane-3,4-diol